OC1(C(N(C2=CC=CC=C12)C1=NC=CC(=C1)CC1=NNC(C2=CC=CC=C12)=O)=O)C (+)-4-((2-(3-hydroxy-3-methyl-2-oxoindolin-1-yl)pyridin-4-yl)methyl)phthalazin-1(2H)-one